N(=O)C1=CC=C(N(C2=CC=CC=C2)C2=CC=CC=C2)C=C1 4-nitroso-N,N-diphenylaniline